C(C)(C)(C)OC(=O)C=1N(C2=CC=CC(=C2C1)NC([C@H](C(C1=CC=C(C=C1)N1C(CN(CC1)CCCOC)=O)N)C(=O)OCC1=CC=CC=2C3=CC=CC=C3CC12)=O)C(=O)OC(C)(C)C (S)-4-(2-fluorenylmethoxycarbonyl-amino-3-(4-(4-(3-methoxypropyl)-2-oxopiperazin-1-yl)phenyl)propanamido)-1-tert-butoxycarbonyl-indole-2-oic acid tert-butyl ester